[Si](C)(C)(C(C)(C)C)OCCS(=O)(=O)CC(CCCC(C(=O)ON1C(C2=CC=CC=C2C1=O)=O)(C)C1=CC(=CC=C1)C[C@H](C(=O)OC)C)(C)C 1,3-Dioxoisoindolin-2-yl 7-((2-((tert-butyldimethylsilyl)oxy)ethyl)sulfonyl)-2-(3-((R)-3-methoxy-2-methyl-3-oxopropyl)phenyl)-2,6,6-trimethylheptanoate